2-ethylhafnium (IV) CC[Hf+3]